ClC1=CC=2C(C3=NC=C(C=C3C2C=C1)F)=O 7-chloro-3-fluoro-9-oxo-9H-indeno[2,1-b]pyridine